C(C)OCOC1=C(C=CC(=C1)C#CC)OB(O)O (2-(ethoxymethoxy)-4-(prop-1-yn-1-yl)phenyl)boric acid